cobalt(III) tris(hexafluorophosphate) F[P-](F)(F)(F)(F)F.F[P-](F)(F)(F)(F)F.F[P-](F)(F)(F)(F)F.[Co+3]